ClC1=C(N(N=C1)C)C=1C=C(C=CC1OCCCN(C)C)NC(=O)NC1=C(C=C(C=C1)F)F 1-[3-(4-Chloro-2-methyl-2H-pyrazol-3-yl)-4-(3-dimethylamino-propoxy)-phenyl]-3-(2,4-difluorophenyl)-urea